2-(5-(((1R,4R,5S)-1,2-dimethyl-2-azabicyclo[2.2.2]octan-5-yl)(methyl)amino)-1,3,4-thiadiazol-2-yl)-5-(1H-imidazol-1-yl)phenol C[C@]12N(C[C@H]([C@H](C1)N(C1=NN=C(S1)C1=C(C=C(C=C1)N1C=NC=C1)O)C)CC2)C